CN(C)CC(C(=O)NC1=CC=2C(C=3N=C(N=CC3C2C=C1)C(F)(F)F)=O)=C 2-(dimethylamino)methyl-N-(9-oxo-2-(trifluoromethyl)-9H-indeno[2,1-d]pyrimidin-7-yl)acrylamide